1-{2-[4-(4-aminopiperidin-1-yl)-3-(3-fluoro-5-methylphenyl)quinolin-6-yl]-6-cyano-3,4-difluorophenyl}-3-methylurea NC1CCN(CC1)C1=C(C=NC2=CC=C(C=C12)C1=C(C(=CC(=C1F)F)C#N)NC(=O)NC)C1=CC(=CC(=C1)C)F